C(CCCC#C)NC(=O)N1C=NC=C1 N-(hex-5-yn-1-yl)-1H-imidazole-1-carboxamide